3-(benzylsulfanyl)-5-chloro-2-methoxypyridine C(C1=CC=CC=C1)SC=1C(=NC=C(C1)Cl)OC